O=C1N(C(CC1)=O)OC(CCCCC(=O)NCCCCCC(=O)ON1C(CCC1=O)=O)=O 6-((6-((2,5-dioxopyrrolidin-1-yl)oxy)-6-oxohexyl)amino)-6-oxohexanoic acid-2,5-dioxopyrrolidin-1-yl ester